C(C)N1C(C2=CC=C(C=C2C1=O)N)=O 2-ethyl-5-aminoisoindoline-1,3-dione